The molecule is a benzamide obtained via formal condensation of 4-nitrosobenzoic acid and 2-(diethylamino)ethylamine. It is a member of benzamides and a nitroso compound. CCN(CC)CCNC(=O)C1=CC=C(C=C1)N=O